heptanehexol C(C(C(CCCC)O)(O)O)(O)(O)O